FC1(C(CNCC1)C=1C=C(C=NC1)C=O)F 5-(4,4-difluoropiperidin-3-yl)pyridine-3-carbaldehyde